4-(2-Amino-2-methylpropanoyl)-N-[1-(4-{[4-(1-aminoethyl)piperidin-1-yl]methyl}phenyl)-2-oxo-1,2-dihydropyrimidin-4-yl]piperazine-1-carboxamide hydrochloride salt Cl.NC(C(=O)N1CCN(CC1)C(=O)NC1=NC(N(C=C1)C1=CC=C(C=C1)CN1CCC(CC1)C(C)N)=O)(C)C